Methyl-(R)-2-(1-hydroxy-1-(4-methoxyphenyl)ethyl)-6-benzoxazolecarboxylic acid CC1=CC(=CC2=C1N=C(O2)[C@@](C)(C2=CC=C(C=C2)OC)O)C(=O)O